C1(=CC=CC=C1)C=1C(=C(C2=C3C=C4C=CC=CC4=CC3=CC=C2C1B(O)O)C1=CC=CC=C1)C1=CC=CC=C1 Triphenyl-4-tetraphenylboronic acid